C(C)(=O)NCC(=O)N[C@@H](C(=O)NC1=CC(=C(C=C1)[Si](C)(C)C)F)C1=CC=C(C=C1)COC (R)-2-(2-acetamidoacetamido)-N-(3-fluoro-4-(trimethylsilyl)phenyl)-2-(4-(methoxymethyl)phenyl)acetamide